FC1=C2NC(C=NC2=CC=C1CN1CCN(CC1)C=1C=CC(=NC1C)C(=O)NC([2H])([2H])[2H])=O 5-(4-((5-fluoro-3-oxo-4H-quinoxalin-6-yl)methyl)piperazin-1-yl)-6-methyl-N-(methyl-d3)pyridine-2-carboxamide